COC(C1=C(C(=C(C=C1)Br)F)C(=C)C#N)=O 4-bromo-2-(1-cyanovinyl)-3-fluoro-benzoic acid methyl ester